BrC1=C(C=CC=C1NC(C1=NC=C(C=C1)CNCCO)=O)C1=C(C(=CC=C1)NC(C1=NC=C(C=C1)CNCCO)=O)C N,N'-(2-bromo-2'-methyl-[1,1'-biphenyl]-3,3'-diyl)bis(5-(((2-hydroxyethyl)amino)methyl)picolinamide)